ClC1=CC=CC=2C(=C(OC21)CN(C(/C=C/C2=CC1=C(NC(C(CC1)NC(OC(C)(C)C)=O)=O)N=C2)=O)C)C tert-butyl (E)-(3-(3-(((7-chloro-3-methylbenzofuran-2-yl)methyl)(methyl)amino)-3-oxoprop-1-en-1-yl)-8-oxo-6,7,8,9-tetrahydro-5H-pyrido[2,3-b]azepin-7-yl)carbamate